ClC1=CC=C2[C@@]3(C(NC2=C1)=O)C1(NC[C@@H]3C3=C(C(=CC=C3)Cl)F)CCCCC1 (3'R,4'S,5'R)-6''-chloro-4'-(3-chloro-2-fluorophenyl)-2''-oxodispiro[cyclohexane-1,2'-pyrrolidine-3',3''-indoline]